CC1=CC=2N(N=C1N1CC=3C=C(C=NC3CC1)C1=C3C=CC(=NC3=CC=C1)C)C(C=CN2)=O 8-methyl-7-(3-(2-methylquinolin-5-yl)-7,8-dihydro-1,6-naphthyridin-6(5H)-yl)-4H-pyrimido[1,2-b]pyridazin-4-one